2-(4-chlorobenzofuran-7-yl)acetic acid ClC1=CC=C(C2=C1C=CO2)CC(=O)O